3-(Dimethylamino)propane-1,2-diyl bis(3-(octadecyldisulfanyl)propanoate) C(CCCCCCCCCCCCCCCCC)SSCCC(=O)OCC(CN(C)C)OC(CCSSCCCCCCCCCCCCCCCCCC)=O